4-Methoxy-N-(1-(4-(methylsulfinyl)phenyl)piperidin-4-yl)-N-(4-(trifluoro-methyl)phenyl)pyridin-3-amine COC1=C(C=NC=C1)N(C1=CC=C(C=C1)C(F)(F)F)C1CCN(CC1)C1=CC=C(C=C1)S(=O)C